NC(C(=O)O)CC1=CC=CC2=CC=CC=C12 2-amino-3-(1-naphthyl)propionic acid